NC1=NC(=NC(=N1)N)C(CCC)C=1N=C(NC1)CCCCCCCCCCCCCCCCC 1-(4,6-diamino-s-triazin-2-yl)butyl-2-heptadecylimidazole